BrC=1C=NC=C(C1C(O)C1=CC=C(C=C1)S(=O)(=O)C(F)(F)F)F (3-bromo-5-fluoro-4-pyridinyl)-[4-(trifluoromethylsulfonyl)phenyl]methanol